7-(5-fluoro-2-(((3S,4R)-3-hydroxytetrahydro-2H-pyran-4-yl)amino)pyrimidin-4-yl)-2-((4-hydroxy-4-methylpiperidin-1-yl)methyl)-1-isopropylquinolin-4(1H)-one FC=1C(=NC(=NC1)N[C@H]1[C@@H](COCC1)O)C1=CC=C2C(C=C(N(C2=C1)C(C)C)CN1CCC(CC1)(C)O)=O